(2S,4R)-1-[(2S)-3,3-dimethyl-2-[4-(1-propylpyrazol-4-yl)triazol-1-yl]butanoyl]-4-hydroxy-N-methyl-pyrrolidine-2-carboxamide CC([C@@H](C(=O)N1[C@@H](C[C@H](C1)O)C(=O)NC)N1N=NC(=C1)C=1C=NN(C1)CCC)(C)C